7-(1-(7-((2-(2,6-dioxopiperidin-3-yl)-1-oxoisoindoline-4-yl)thio)heptanoyl)piperidine-4-yl)-2-(4-phenoxyphenyl)-4,5,6,7-tetrahydropyrazolo[1,5-a]pyrimidine-3-carboxamide O=C1NC(CCC1N1C(C2=CC=CC(=C2C1)SCCCCCCC(=O)N1CCC(CC1)C1CCNC=2N1N=C(C2C(=O)N)C2=CC=C(C=C2)OC2=CC=CC=C2)=O)=O